2-{[4-(4-methoxyphenyl)-6-trifluoromethyl-2-pyrimidinyl]thio}-N-(3-pyridylmethyl)acetamide COC1=CC=C(C=C1)C1=NC(=NC(=C1)C(F)(F)F)SCC(=O)NCC=1C=NC=CC1